CC1C(C(CCC1C)C)O 2,3,6-trimethylcyclohexanol